[4-(Difluoromethoxy)-3-[2-(2-pyridinyl)ethynyl]phenyl](5,7-dihydro-6H-pyrrolo[3,4-b]pyridin-6-yl)-methanone FC(OC1=C(C=C(C=C1)C(=O)N1CC2=NC=CC=C2C1)C#CC1=NC=CC=C1)F